BrC1=CC2=C(S1)C(CC2=C(C#N)C#N)=O 2-(2-bromo-6-oxo-5,6-dihydro-4H-cyclopenta[b]thiophen-4-ylidene)malononitrile